[Si](C)(C)(C(C)(C)C)O[C@H]1CN(CC[C@@H]1N1C([C@@H](CC1)O)=O)C1=NC=C(C=N1)C(F)(F)F (R)-1-((3S,4S)-3-((tert-butyldimethylsilyl)oxy)-1-(5-(trifluoromethyl)pyrimidin-2-yl)piperidin-4-yl)-3-hydroxypyrrolidin-2-one